5-bromo-2-methyl-1,2,3,4-tetrahydronaphthalene BrC1=C2CCC(CC2=CC=C1)C